(2S,4r)-4-hydroxy-N-[(1S)-1-[4-(4-methyl-1,3-thiazol-5-yl)phenyl]ethyl]-1-[(2S)-3-methyl-2-[3-(piperazin-1-yl)-1,2-oxazol-5-yl]butyryl]pyrrolidine-2-carboxamide O[C@@H]1C[C@H](N(C1)C([C@@H](C(C)C)C1=CC(=NO1)N1CCNCC1)=O)C(=O)N[C@@H](C)C1=CC=C(C=C1)C1=C(N=CS1)C